CC(/C=C/CC(=O)OC)(C)C methyl (E)-5,5-dimethylhex-3-enoate